2-[6-iodo-7-(methoxymethoxy)-1,2-benzoxazol-3-yl]acetic acid IC1=C(C2=C(C(=NO2)CC(=O)O)C=C1)OCOC